C1(CCC1)OC([C@H](C)N[P@@](=O)(OC1=C(C(=C(C(=C1F)F)F)F)F)OC1=CC=CC=C1)=O (S)-2-((S)-pentafluorophenyloxy-phenoxy-phosphorylamino)propionic acid cyclobutyl ester